C(C)(C)(C)C1CN(CCC12CC(C(C(C2)=O)C2=C(C=C(C=C2OC)Br)Cl)=O)C(=O)OC[C@@H]2[C@H]([C@H]([C@@](O2)(N2C(=O)NC(=O)C=C2)C=CC(=O)OC)O)O (2-Methoxycarbonylvinyl)uridine tert-butyl-9-(4-bromo-2-chloro-6-methoxy-phenyl)-8,10-dioxo-3-azaspiro[5.5]undecane-3-carboxylate